ClC=1C=C2C(=CC(=NC2=CC1)C(F)(F)F)NCC1N(CC1N1N=CC(=C1)C#N)C(=O)N (((6-Chloro-2-(trifluoromethyl)quinolin-4-yl)amino)methyl)-3-(4-cyano-1H-pyrazol-1-yl)azetidine-1-carboxamide